(R)-N-(5-((6-(3,3,5-trimethyl-2,3-dihydro-1H-pyrrolo[3,2-b]pyridin-1-yl)pyrimidin-4-yl)amino)-2-(2-((dimethylamino)methyl)pyrrolidin-1-yl)-4-methoxyphenyl)acrylamide CC1(CN(C=2C1=NC(=CC2)C)C2=CC(=NC=N2)NC=2C(=CC(=C(C2)NC(C=C)=O)N2[C@H](CCC2)CN(C)C)OC)C